C(C)(C)(C)C1=CC2=C(C3=CC=CC=C3C(=C2C=C1)C1=C(C=CC=C1)C1=CC=CC2=CC=CC=C12)C1=C(C=CC=C1)C1=CC=CC2=CC=CC=C12 2-tert-butyl-9,10-bis[2-(1-naphthyl)phenyl]anthracene